P(OC1=C(C=C(C=C1)C(C)(C)CC)C(C)(C)CC)(OC1=C(C=C(C=C1)C(C)(C)CC)C(C)(C)CC)OC1=C(C=C(C=C1)C(C)(C)CC)C(C)(C)CC tris(2,4-di-tert-pentylphenyl) phosphite